2',9'-dimethyl-3'-(1,2,3,4-tetrahydronaphthalen-1-yl)-4'H-spiro[cyclopropane-1,6'-thieno[2,3-e][1,2,4]triazolo[3,4-c][1,4]oxazepine] CC1=C(C2=C(N3C(C4(OC2)CC4)=NN=C3C)S1)C1CCCC3=CC=CC=C13